C(C1=CC=CC=C1)OC1=C(C(=CC=C1)F)C1=NC(=C(C(=O)O)C=C1F)Br 6-(2-(Benzyloxy)-6-fluorophenyl)-2-bromo-5-fluoronicotinic acid